rac-6-{2-[(3aR,5R,6aS)-5-(cyclohexylmethyl)-5-hydroxy-octahydrocyclopenta[c]pyrrol-2-yl]-1-hydroxyethyl}pyridin-3-ol C1(CCCCC1)CC1(C[C@@H]2[C@@H](CN(C2)CC(O)C2=CC=C(C=N2)O)C1)O